Cl.C(C)(=O)SCCCOCC(COCCCS=C(C)O)N S-[3-[3-(3-acetylsulfanylpropoxy)-2-amino-propoxy]propyl]ethanethioate hydrochloride salt